isobutyl-bis(2,6-di-tert-butylphenoxy)aluminum C(C(C)C)[Al](OC1=C(C=CC=C1C(C)(C)C)C(C)(C)C)OC1=C(C=CC=C1C(C)(C)C)C(C)(C)C